FC(CN1CC(CC1)NC(OC(C)(C)C)=O)F tert-butyl (1-(2,2-difluoroethyl)pyrrolidin-3-yl)carbamate